CSCCCCCCCC(C(=O)O)NO The molecule is an N-hydroxy-alpha-amino acid having a 8-thianonyl substituent at the 2-position. It derives from a pentahomomethionine. It is a conjugate acid of a N-hydroxypentahomomethioninate.